C(C=C)(=O)N1C[C@@H](CC1)C(=O)N1CCC(CC1)N1N=CC(=C1C)C=1C=C(C=2N(C1)N=CC2C#N)OC (R)-6-(1-(1-(1-acryloylpyrrolidine-3-carbonyl)piperidin-4-yl)-5-methyl-1H-pyrazol-4-yl)-4-methoxypyrazolo[1,5-a]pyridine-3-carbonitrile